IC1=CC=C(CC(N)C)C=C1 para-Iodoamphetamine